5-(chloroethyl)-3-furyl-1,3,4-oxadiazole ClCCC1=CC(=CO1)C=1OC=NN1